1-(2-{5-[(5-bromo-1-ethyl-1H-pyrazol-4-yl)methyl]-1H-1,2,4-triazol-1-yl}-5-fluorophenyl)ethan-1-ol BrC1=C(C=NN1CC)CC1=NC=NN1C1=C(C=C(C=C1)F)C(C)O